3-(1,3-Benzoxazol-2-yl)-3-azaspiro[5.5]undecan-9-amine O1C(=NC2=C1C=CC=C2)N2CCC1(CC2)CCC(CC1)N